1-Methyl-2-propylpyridinium fluorid tert-butyl-(1R,5S,6s)-6-ethynyl-3-azabicyclo[3.1.0]hexane-3-carboxylate C(C)(C)(C)OC(=O)N1C[C@@H]2C([C@@H]2C1)C#C.[F-].C[N+]1=C(C=CC=C1)CCC